(1s,4S)-4-amino-5'-chloro-2'-[(2R)-3-hydroxy-2-methylpropyl]-2',3'-dihydrospiro[cyclohexane-1,1'-isoindole]-4-carboxylic acid NC1(CCC2(N(CC3=CC(=CC=C23)Cl)C[C@H](CO)C)CC1)C(=O)O